O=C1NC(CCC1NC(=O)C1=C(C=CC=2NC=NC21)F)=O N-(2,6-dioxopiperidin-3-yl)-5-fluoro-1H-benzo[d]imidazole-4-carboxamide